N-[4-[2-chloro-3-(4-methylpiperazin-1-yl)phenoxy]-5-ethyl-6-phenyl-pyrimidin-2-yl]-1H-pyrazole-4-sulfonamide ClC1=C(OC2=NC(=NC(=C2CC)C2=CC=CC=C2)NS(=O)(=O)C=2C=NNC2)C=CC=C1N1CCN(CC1)C